FC=1C=C(C=C(C1)F)[C@@H]1CSC2=NN(C(N21)=O)C2=CC=CC=C2 (R)-5-(3,5-difluorophenyl)-2-phenyl-5,6-dihydrothiazolo[2,3-c][1,2,4]triazol-3(2H)-one